1,3-bis-(2,6-diisopropylphenyl)imidazole chloride [Cl-].C(C)(C)C1=C(C(=CC=C1)C(C)C)N1CN(C=C1)C1=C(C=CC=C1C(C)C)C(C)C